N-(3-Bromophenyl)-6-(trifluoromethyl)-5,6-dihydroindazolo[3,2-a]isoquinolin-6-amine BrC=1C=C(C=CC1)NC1(N2C(C=3C=CC=CC3C1)=C1C=CC=CC1=N2)C(F)(F)F